tert-butyl O5-ethyl 4-[[(1R)-1-phenylethyl]amino]-3,6-dihydro-2H-pyridine-1,5-dicarboxylate C1(=CC=CC=C1)[C@@H](C)NC=1CCN(CC1C(=O)OCC)C(=O)OC(C)(C)C